ethylene trimethylene sulfite S1(=O)OCCCO1.C=C